[3-[5-bromo-1-ethyl-6-fluoro-2-[2-[(1S)-1-methoxyethyl]-5-morpholino-3-pyridinyl]indol-3-yl]-2,2-dimethyl-propoxy]-tert-butyl-diphenyl-monosilane BrC=1C=C2C(=C(N(C2=CC1F)CC)C=1C(=NC=C(C1)N1CCOCC1)[C@H](C)OC)CC(CO[Si](C1=CC=CC=C1)(C1=CC=CC=C1)C(C)(C)C)(C)C